6-(2-(3,4-dihydroisoquinolin-2(1H)-yl)thieno[3,2-d]pyrimidin-4-yl)-2-methylquinoline-4,6-diamine C1N(CCC2=CC=CC=C12)C=1N=C(C2=C(N1)C=CS2)C2(CC=1C(=CC(=NC1C=C2)C)N)N